C1(CCCCC1)[Si](OCCOCC)(OCCOCC)C1CCCCC1 dicyclohexyl-bis-(2-ethoxyethoxy)silane